FC1=C(C(=CC(=C1)C#CC1=CC=CC=C1)F)C1=NC=2N(C1C=1N(N=CC1)C)C1(C(N2)=O)CC1 [2,6-difluoro-4-(2-phenylethynyl)phenyl]-3'-(2-methylpyrazol-3-yl)spiro[cyclopropane-1,5'-imidazo[1,2-a]imidazol]-6'-one